OC(CCCCCCCCCCCCCCCCCCCCCCC(=O)O)CCCCCC 24-Hydroxy-triacontanoic acid